BrC1=CC(=C(C=C1)N1CCC2(OCCO2)CC1)F 8-(4-bromo-2-fluorophenyl)-1,4-dioxa-8-azaspiro[4.5]decane